benzyl (S)-5-(2-(4-fluorophenethyl)-7-isopropyl-3-(5-methyl-1,3,4-oxadiazol-2-yl)-5-oxo-6,7-dihydro-5H-pyrrolo[3,4-b]pyridin-4-yl)thiophene-2-carboxylate FC1=CC=C(CCC2=C(C(=C3C(=N2)[C@@H](NC3=O)C(C)C)C3=CC=C(S3)C(=O)OCC3=CC=CC=C3)C=3OC(=NN3)C)C=C1